[C@H]1([C@@H](O)[C@@H](O)[C@H](O)[C@H](O1)CO)OCC(CO[C@@H]1[C@@H](O)[C@@H](O)[C@H](O)[C@H](O1)CO)NC(OCC1=CC=CC=C1)=O Benzyl {1,3-bis[(α-D-mannopyranosyl)oxy]propan-2-yl}carbamate